2,3-diisopropylbutane-1,4-diylbis(pyrrolidine-1-carboxylate) C(C)(C)C(CC1N(CCC1)C(=O)[O-])C(CC1N(CCC1)C(=O)[O-])C(C)C